ClC=1C=2N(C=C(C1)S(=O)(=O)Cl)C(=CN2)C=2SC(=NN2)C2(CC2)C#N 8-chloro-3-(5-(1-cyanocyclopropyl)-1,3,4-thiadiazol-2-yl)imidazo[1,2-a]pyridine-6-sulfonyl chloride